3,5-dibromo-o-xylene BrC1=C(C(=CC(=C1)Br)C)C